2-[5-methyl-1-[(1-methyl-4-piperidinyl)methyl]Pyrazol-4-yl]Quinoxaline CC1=C(C=NN1CC1CCN(CC1)C)C1=NC2=CC=CC=C2N=C1